C(C1=CC=CC=C1)N1CCC(CC1)(C1=NC=C(C=C1F)Cl)NS(=O)(=O)C1=CC=C(C=C1)OC(F)(F)F N-[1-benzyl-4-(5-chloro-3-fluoro-2-pyridyl)-4-piperidinyl]-4-(trifluoromethoxy)benzenesulfonamide